C(CCCCCCCCCCC)O dodecanyl alcohol